N-hydroxy-N-methylbenzamide ON(C(C1=CC=CC=C1)=O)C